(S)-3-(4-amino-6-(methyl(1-(trifluoromethyl)cyclopropyl)amino)pyrido[3,4-d]pyrimidin-8-yl)-2,4-dimethylphenol NC=1C2=C(N=CN1)C(=NC(=C2)N(C2(CC2)C(F)(F)F)C)C=2C(=C(C=CC2C)O)C